3,5-bis(chloromethyl)-2,4,6-triethylbenzyl alcohol ClCC=1C(=C(CO)C(=C(C1CC)CCl)CC)CC